O(C1=C(C=C(C=C1)C1=NC2=C(N1)C=C(C=C2)C(NC(C)C)=N)Cl)C2=C(C=C(C=C2)C2=NC1=C(N2)C=C(C=C1)C(NC(C)C)=N)Cl 2,2'-(Oxybis(3-chloro-4,1-phenylene))bis(N-isopropyl-1H-benzo[d]imidazole-6-carboximidamide)